NC1=C(C2=C(S1)CC(CC2)(C2=CC=CC=C2)CC#N)C(=O)OCC Ethyl 2-amino-6-(cyanomethyl)-6-phenyl-4,5,6,7-tetrahydrobenzo[b]thiophene-3-carboxylate